FC(CC1=C(C(=NC=C1)C(=O)N)CC(F)(F)F)(F)F bis(2,2,2-trifluoroethyl)pyridine-2-carboxamide